CCC(COC(=O)C=C)(COC(=O)C=C)COC(=O)C=C trimethylolPropane triacrylate